CC(C#N)(C)C1=C2C(=NC(=C1)N1[C@@H](COCC1)C)C(=NN2C)C2=NN(C=C2)C2OCCCC2 2-methyl-2-(1-methyl-5-((R)-3-methylmorpholino)-3-(1-(tetrahydro-2H-pyran-2-yl)-1H-pyrazol-3-yl)-1H-pyrazolo[4,3-b]pyridin-7-yl)propanenitrile